FC=1C=CC2=C(CCO2)C1CNC1=NC=C(C=2N1C=NN2)C2=C(C=CC1=NSN=C12)C(F)(F)F N-((5-fluoro-2,3-dihydrobenzofuran-4-yl)methyl)-8-(5-(trifluoromethyl)benzo[c][1,2,5]thiadiazol-4-yl)-[1,2,4]triazolo[4,3-c]pyrimidin-5-amine